8-(1-bromoethyl)-2-(4,4-difluoro-1-piperidyl)-3,6-dimethyl-chromen-4-one BrC(C)C=1C=C(C=C2C(C(=C(OC12)N1CCC(CC1)(F)F)C)=O)C